[Si](C)(C)(C(C)(C)C)OC=1C(=C(C=CC1)C=1N=C(C(=NC1)N\C(\C(=O)O)=C/C=1OC=CC1)CC1=C(C=CC=C1F)F)F (Z)-2-((5-(3-((tert-butyldimethylsilyl)oxy)-2-fluorophenyl)-3-(2,6-difluorobenzyl)pyrazin-2-yl)amino)-3-(furan-2-yl)acrylic acid